Ethyl 2-(1-(2-cyanophenyl)-1-(1-methyl-1H-pyrazol-5-yl)propan-2-yl)-5-methoxy-1-methyl-6-oxo-1,6-dihydropyrimidine-4-carboxylate C(#N)C1=C(C=CC=C1)C(C(C)C=1N(C(C(=C(N1)C(=O)OCC)OC)=O)C)C1=CC=NN1C